O1NN(C=C1)C=O oxadiazol-3-formaldehyde